P,P'-2,6-anthracenediylbisphosphonic acid C1=C(C=CC2=CC3=CC(=CC=C3C=C12)P(O)(O)=O)P(O)(O)=O